N-((1S)-2-(6-fluoro-2,3-dimethylphenyl)-1-(5-oxo-4,5-dihydro-1,3,4-oxadiazol-2-yl)propyl)-4-(1H-imidazol-2-yl)piperidine-1-sulfonamide FC1=CC=C(C(=C1C([C@@H](C=1OC(NN1)=O)NS(=O)(=O)N1CCC(CC1)C=1NC=CN1)C)C)C